[Sb].[Sn] tin antimony salt